CC1=C(OC2=CC=3N(N=C2)C=NN3)C=CC(=C1)[N+](=O)[O-] 7-(2-methyl-4-nitrophenoxy)-[1,2,4]triazolo[4,3-b]pyridazine